4-(4-Aminopiperidin-1-yl)-3-(1-ethyl-5,6-difluoro-1H-1,3-benzodiazole-2-Yl)-5-(3-fluoro-5-methylphenyl)pyridin-2-amine NC1CCN(CC1)C1=C(C(=NC=C1C1=CC(=CC(=C1)C)F)N)C1=NC2=C(N1CC)C=C(C(=C2)F)F